(6-cyclopropyl-5-(trifluoromethyl)pyridin-2-yl)methanol C1(CC1)C1=C(C=CC(=N1)CO)C(F)(F)F